dicarbonyl-triphenyl-rhodium C(=O)=[Rh](C1=CC=CC=C1)(C1=CC=CC=C1)(C1=CC=CC=C1)=C=O